O=C1NC2=CC(=CC=C2C1)/C=C/C(=O)O (E)-3-(2-oxoindolin-6-yl)acrylic acid